2-(2,2-difluoro-1-((triethylsilyl)oxy)but-3-en-1-yl)-5-fluoropyridine FC(C(O[Si](CC)(CC)CC)C1=NC=C(C=C1)F)(C=C)F